(S)-ethyl 8-(2-amino-6-((R)-2,2,2-trifluoro-1-(2-(3-methyl-1H-pyrazol-1-yl)-4-(quinolin-6-yl)phenyl)ethoxy)pyrimidin-4-yl)-2,8-diazaspiro[4.5]decane-3-carboxylate NC1=NC(=CC(=N1)N1CCC2(C[C@H](NC2)C(=O)OCC)CC1)O[C@@H](C(F)(F)F)C1=C(C=C(C=C1)C=1C=C2C=CC=NC2=CC1)N1N=C(C=C1)C